[5-(4-AMINOCINNOLIN-7-YL)-4-(5-FLUOROTHIAZOL-2-YL)-2-METHOXY-PHENYL]BORONIC ACID NC1=CN=NC2=CC(=CC=C12)C=1C(=CC(=C(C1)B(O)O)OC)C=1SC(=CN1)F